(5-((6-((R)-3-benzylisoxazolidin-2-yl)pyrimidin-4-yl)amino)-2-(4-cyclopentylpiperazin-1-yl)-4-methoxyphenyl)acrylamide C(C1=CC=CC=C1)[C@H]1N(OCC1)C1=CC(=NC=N1)NC=1C(=CC(=C(C1)C(C(=O)N)=C)N1CCN(CC1)C1CCCC1)OC